1-cyanoethyl-2-phenyl-4,5-di(cyanoethoxymethylene)imidazole tert-butyl-4-(6-fluoro-5-(pyrazolo[1,5-a]pyrimidine-3-carboxamido)-2H-indazol-2-yl)piperidine-1-carboxylate C(C)(C)(C)OC(=O)N1CCC(CC1)N1N=C2C=C(C(=CC2=C1)NC(=O)C=1C=NN2C1N=CC=C2)F.C(#N)C(C)N2C(=NC(C2=COCCC#N)=COCCC#N)C2=CC=CC=C2